6-(4-chlorophenyl)-2-(5-chloropyridin-3-yl)-3-oxo-2,3-dihydropyridazine-4-carboxylic acid ClC1=CC=C(C=C1)C=1C=C(C(N(N1)C=1C=NC=C(C1)Cl)=O)C(=O)O